6-[2-(adamantan-1-yl)acetyl]-N-[(2E)-3-(benzenesulfonyl)prop-2-en-1-yl]-2-oxo-1,2,5,6,7,8-hexahydro-1,6-naphthyridine-3-carboxamide C12(CC3CC(CC(C1)C3)C2)CC(=O)N2CC=3C=C(C(NC3CC2)=O)C(=O)NC\C=C\S(=O)(=O)C2=CC=CC=C2